C1CCC2=C(C=3CCCC3C=C12)NC(=O)NS(=O)(=O)\C=C\C1CCN(CC1)S(=O)(=O)C (E)-N-((1,2,3,5,6,7-Hexahydro-s-indacen-4-yl)carbamoyl)-2-(1-(methylsulfonyl)piperidin-4-yl)ethensulfonamid